ClC1=C(C=C(C=C1)C=1CCN(CC1)C)O 2-chloro-5-(1-methyl-3,6-dihydro-2H-pyridin-4-yl)phenol